2-({5-chloro-1H-imidazo[4,5-b]pyridin-2-yl}methyl)-4-(2-chloro-4-methoxyphenyl)-2,3-dihydro-1H-isoindol-1-one ClC1=CC=C2C(=N1)N=C(N2)CN2C(C1=CC=CC(=C1C2)C2=C(C=C(C=C2)OC)Cl)=O